4-((5-4-chlorobenzoylamino-3-(5,5-dimethyl-1,3-dioxan-2-yl)-2-oxoindol-1-yl)methyl)-N-t-butylbenzamide ClC1=CC=C(C(=O)NC=2C=C3C(C(N(C3=CC2)CC2=CC=C(C(=O)NC(C)(C)C)C=C2)=O)C2OCC(CO2)(C)C)C=C1